BrC1=CC(=CS1)C1CC(=NN1C(CC)=O)C=1SC=C(C1)C (5-(5-Bromothiophen-3-yl)-1-propionyl-4,5-dihydro-1H-pyrazol-3-yl)-4-methylthiophene